C(#N)C1=NC=CC=C1C(C(C)C=1N(C(C(=C(N1)C(=O)NC=1C=NOC1)O)=O)C)C1=CC=CC=C1 2-[1-(2-cyanopyridin-3-yl)-1-phenylpropan-2-yl]-5-hydroxy-1-methyl-N-(1,2-oxazol-4-yl)-6-oxopyrimidine-4-carboxamide